2-[3-[[1-(2-fluoroethyl)-4-[[4-(trifluoromethyl)phenyl]methyl]-indole-3-carbonyl]amino]-1-bicyclo[1.1.1]pentanyl]acetic acid FCCN1C=C(C2=C(C=CC=C12)CC1=CC=C(C=C1)C(F)(F)F)C(=O)NC12CC(C1)(C2)CC(=O)O